1-(2,3-difluorophenyl)ethanamine hydrochloride Cl.FC1=C(C=CC=C1F)C(C)N